C(C)(C)C1=C(C=CC=C1)C1N(CCN(C1C)CC1=CC=C(C=C1)OC)C1CCC12CCNCC2 (2-(2-isopropylphenyl)-4-(4-methoxybenzyl)-3-methylpiperazin-1-yl)-7-azaspiro[3.5]nonane